C=C1CCC(C=2C=CC=NC12)(CO)CO (8-methylene-5,6,7,8-tetrahydroquinoline-5,5-diyl)dimethanol